FC=1C=C2C(C=C(N(C2=CC1)[C@H]1CN(CCC1)C(=O)OC(C)(C)C)C)=C=O (R)-tert-butyl 3-(6-fluoro-2-methyl-4-carbonylquinolin-1(4H)-yl)piperidine-1-carboxylate